CC(C(OOCCCC)(OOCCCC)C)CCCC dimethyl-di(butylperoxy)hexane